CC=1N=C(C(=NC1)N)N methylpyrazine-2,3-diamine